COC(=O)C=1C(=NC(=CC1)Cl)F.BrC=1C=C2C(=NC=NC2=C(C1)OC1CCOCC1)C 6-bromo-4-methyl-8-((tetrahydro-2H-pyran-4-yl)oxy)quinazoline methyl-6-chloro-2-fluoro-pyridine-3-carboxylate